CC1(CC1)OC=1C=C2C(=NN(C2=CC1)COCC[Si](C)(C)C)C1=CC(=NC=C1)N1CCC(CC1)CC1=CC=C(C=C1)CC1CCN(CC1)C(=O)OC(C)(C)C tert-butyl 4-[[4-[[1-[4-[5-(1-methylcyclopropoxy)-1-(2-trimethylsilylethoxymethyl)indazol-3-yl]-2-pyridyl]-4-piperidyl]methyl]phenyl]methyl]piperidine-1-carboxylate